FC1CS(OC=C1)(=O)=O 4-fluoro-3,4-dihydrooxathiine 2,2-dioxide